(4S)-N,1-dimethyl-7-(2-methylpyrimidin-5-yl)isochroman-4-amine CN[C@@H]1COC(C2=CC(=CC=C12)C=1C=NC(=NC1)C)C